4-methyloxazole-5-carboxamide CC=1N=COC1C(=O)N